C(CCC)N(CCCC)CN1N=NC2=C1C=CC=C2C(=O)O 1-N-dibutylaminomethyl-carboxybenzotriazole